1-Tert-butyl 4-[4-[[1-(2,6-dioxo-3-piperidyl)-3-methyl-2-oxo-benzimidazol-5-yl]methyl]piperazin-1-yl]piperidine-1-carboxylate O=C1NC(CCC1N1C(N(C2=C1C=CC(=C2)CN2CCN(CC2)C2CCN(CC2)C(=O)OC(C)(C)C)C)=O)=O